N-(2-chloro-6-methylphenyl)-2-((6-(4-(4-(4-(2,4-dioxotetrahydropyrimidin-1(2H)-yl)-2-fluorobenzyl)piperazin-1-yl)piperidin-1-yl)-2-methylpyrimidin-4-yl)amino)thiazole-5-carboxamide ClC1=C(C(=CC=C1)C)NC(=O)C1=CN=C(S1)NC1=NC(=NC(=C1)N1CCC(CC1)N1CCN(CC1)CC1=C(C=C(C=C1)N1C(NC(CC1)=O)=O)F)C